OC1(C[C@@H]2N(C([C@H](CC1)NC([C@H](C)NC)=O)=O)[C@@H](CC2)C(=O)N[C@@H]2CCCC1=CC=CC=C21)C (3S,6S,10aR)-9-hydroxy-9-methyl-6-((S)-2-(methylamino)propanamido)-5-oxo-N-((R)-1,2,3,4-tetrahydronaphthalen-1-yl)decahydropyrrolo[1,2-a]azocine-3-carboxamide